C1CCC2=C(C=3CCCC3C=C12)NC(=O)NS(=O)(=O)C=1OC2=C(C1)CCCC2 N-((1,2,3,5,6,7-HEXAHYDRO-S-INDACEN-4-YL)CARBAMOYL)-4,5,6,7-TETRAHYDROBENZOFURAN-2-SULFONAMID